NC(C(CCC(=O)OC(C)(C)C)N1C(C2=CC=C(C=C2C1)OCCCCCO)=O)=O tert-butyl 5-amino-4-(5-((5-hydroxypentyl)oxy)-1-oxoisoindolin-2-yl)-5-oxopentanoate